N2-(5-chloro-2-(2-methoxyethoxy)phenyl)-N5-(3-hydroxypropyl)thiophene-2,5-dicarboxamide ClC=1C=CC(=C(C1)NC(=O)C=1SC(=CC1)C(=O)NCCCO)OCCOC